2-((dimethylamino)methyl)-7-(3-fluoro-4-(trifluoromethyl)phenyl)-5-methyl-N-(1,6-naphthyridin-2-yl)-4,7-dihydropyrazolo[1,5-a]pyrimidine-6-carboxamide CN(C)CC1=NN2C(NC(=C(C2C2=CC(=C(C=C2)C(F)(F)F)F)C(=O)NC2=NC3=CC=NC=C3C=C2)C)=C1